3-(2-(2,2-Diethoxyethoxy)ethoxy)prop-1-yne C(C)OC(COCCOCC#C)OCC